COC(C(CCCCCCCCCCCCCC)[C@H]1OC([C@@H]([C@H]([C@@H]1O)O)O)O)=O ((2R,3S,4S,5R)-3,4,5,6-tetrahydroxytetrahydro-2H-pyran-2-yl)palmitic acid methyl ester